ClC1=C(C=CC(=C1)Cl)N1CCN(CC1)CC=1C=C2CN(C(C2=CC1)=O)N1C(NC(CC1)=O)=O 1-(5-((4-(2,4-dichlorophenyl)piperazin-1-yl)methyl)-1-oxoisoindolin-2-yl)dihydropyrimidine-2,4(1H,3H)-dione